8-((6-chloropyridin-3-yl)methyl)-3-(4-(2,2,2-trifluoroethoxy)phenyl)pyrido[2,3-d]pyrimidine-2,4(3H,8H)-dione ClC1=CC=C(C=N1)CN1C=CC=C2C1=NC(N(C2=O)C2=CC=C(C=C2)OCC(F)(F)F)=O